C1=CC=CC=2C3=CC=CC=C3C(C12)COC(=O)N([C@H](C(=O)O)CCCCCC)C (2S)-2-[9H-fluoren-9-ylmethoxycarbonyl(methyl)amino]octanoic acid